3,5-dimethyl-N-(m-tolyl)aniline CC=1C=C(NC=2C=C(C=CC2)C)C=C(C1)C